CNC=1OC2=C(N1)C=CC1=CC=CC=C12 N-Methylnaphtho[2,1-d]oxazol-2-amine